OC1=C(C=CC=C1O)CC(=O)NC[C@H]1CN(C(O1)=O)C1=CC(=C(C=C1)N1CCOCC1)F (S)-2-(2,3-dihydroxyphenyl)-N-((3-(3-fluoro-4-morpholinophenyl)-2-oxooxazolidin-5-yl)methyl)acetamide